C(C)N1N=C2C=CC=CC2=C1C(=O)C1=CC=C(C=C1)OC (2-ethyl-2H-indazol-3-yl)(4-methoxyphenyl)methanone